diphenoxyisobutyl-phosphine chloride [Cl-].O(C1=CC=CC=C1)P(CC(C)C)OC1=CC=CC=C1